OCCCN1S(C=2N(C(C1)C(=O)O)C(C=C(C2C2=CC(=CC=C2)C(F)(F)F)CC2=CC=CC1=CC=CC=C21)=O)(=O)=O 2-(3-hydroxypropyl)-8-(naphthalen-1-ylmethyl)-6-oxo-9-(3-(trifluoromethyl)phenyl)-3,4-dihydro-2H,6H-pyrido[1,2-e][1,2,5]thiadiazine-4-carboxylic acid 1,1-dioxide